2-[4-[(2-chloro-9-methyl-purin-6-yl)amino]-3-methoxy-pyrazol-1-yl]ethanol ClC1=NC(=C2N=CN(C2=N1)C)NC=1C(=NN(C1)CCO)OC